C(C)(C)(C)N\C=C/1\C(OC2=CC=CC=C2C1=O)C1=C(NC2=CC=C(C=C12)OC)C (Z)-3-((tertiary butylamino)methylene)-2-(5-methoxy-2-methyl-1H-indol-3-yl)chroman-4-one